C1=C(C=CC2=CC(=CC=C12)S(=O)(=O)[O-])S(=O)(=O)[O-] 2,6-naphthalenedisulfonate